CC=1N(C(=CC1C=O)C)C1=NC=CC=C1 2,5-dimethyl-1-pyridin-2-yl-1H-pyrrole-3-carbaldehyde